ClC=1C=C(C=CC1F)C1=CC=NC=2N1N=C(C2)C(=O)NC2=CC=C(C=C2)OCC 7-(3-chloro-4-fluorophenyl)-N-(4-ethoxyphenyl)pyrazolo[1,5-a]pyrimidine-2-carboxamide